NC=1C=C(C=CC1)N1C(C(N(C=2C=NC(=NC12)NC1=C(C=C(C=C1)N1CCN(CC1)C)OC)CC)=O)=O 8-(3-aminophenyl)-5-ethyl-2-((2-methoxy-4-(4-methylpiperazinyl)phenyl)amino)-5,8-dihydropteridine-6,7-dione